(o-butylphenyl)hydrazine C(CCC)C1=C(C=CC=C1)NN